3-(2-chloro-4-(trifluoromethoxy)phenoxy)-N-(3-(N,S-dimethylsulfonimidoyl)phenyl)-6-(trifluoromethyl)pyridazine-4-carboxamide ClC1=C(OC=2N=NC(=CC2C(=O)NC2=CC(=CC=C2)S(=O)(=NC)C)C(F)(F)F)C=CC(=C1)OC(F)(F)F